COC1=CC(=C(N)C=C1)OC1=CC=C(C=C1)C(F)(F)F 4-methoxy-2-(4-(trifluoromethyl)phenoxy)aniline